(R)-N-(3,3-difluoro-1-methylpiperidin-4-yl)-5-(3-(difluoromethyl)imidazo[1,2-a]pyrimidin-6-yl)-6-fluoro-4-methoxypyrrolo[2,1-f][1,2,4]triazin-2-amine FC1(CN(CC[C@H]1NC1=NN2C(C(=N1)OC)=C(C(=C2)F)C=2C=NC=1N(C2)C(=CN1)C(F)F)C)F